Isobutyl 2-methyl-4-chlorophenoxyacetate CC1=C(OCC(=O)OCC(C)C)C=CC(=C1)Cl